5-Amino-1-(2-deuterio-2,2-difluoro-1-methyl-ethyl)-3-[4-[2-[[3-(2,2-dimethylpropyl)isoxazol-5-yl]amino]-1-methyl-2-oxo-ethyl]phenyl]pyrazole-4-carboxamide NC1=C(C(=NN1C(C(F)(F)[2H])C)C1=CC=C(C=C1)C(C(=O)NC1=CC(=NO1)CC(C)(C)C)C)C(=O)N